(1S,4R)-N-(2-methoxyethyl)-7-azabicyclo[2.2.1]heptan-2-amine COCCNC1[C@@H]2CC[C@H](C1)N2